C(CC)S(=O)(=O)O 1-Propanesulfonic acid